5-(1-methylazetidin-3-yl)sulfonylpyridine-2-carboxamidine hydrochloride Cl.CN1CC(C1)S(=O)(=O)C=1C=CC(=NC1)C(=N)N